C(#N)C1=C(C=CC=C1)[C@H]([C@H](C)C=1N(C(C(=C(N1)C(=O)NC=1C=NOC1)O)=O)C)C=1C=NN(C1)C(C)C 2-((1s,2s)-1-(2-cyanophenyl)-1-(1-isopropyl-1H-pyrazol-4-yl)propan-2-yl)-5-hydroxy-N-(isoxazol-4-yl)-1-methyl-6-oxo-1,6-dihydropyrimidine-4-carboxamide